benzo[b]thiophen oxalate C(C(=O)O)(=O)O.S1C2=C(C=C1)C=CC=C2